C(C)(C)C1(NC(=NC(=N1)NC1=CC(=CC=C1)S(=O)(=O)C)C1=NC(=CC=C1)C#CC)N 2-isopropyl-N4-(3-(methylsulfonyl)phenyl)-6-(6-(prop-1-ynyl)pyridin-2-yl)-1,3,5-triazine-2,4-diamine